C(C1=CC=CC=C1)[C@@H](C(=O)N1C(CCC1)(O)O)NC(=O)C=1NC2=CC=C(C=C2C1)Cl 5-Chloro-1H-indole-2-carboxylic acid [(1S)-benzyl-2-((3S,4S)-dihydroxy-pyrrolidin-1-yl)-2-oxo-ethyl]-amide